OC1=C(C=C(C=C1)C1(CCCCC1)C1=CC(=C(C=C1)O)C)C 2,2-bis(4-hydroxy-3-methylphenyl)cyclohexane